Methyl N-benzyl-N-(N-(tert-butoxycarbonyl) sulfamoyl)-L-serinate C(C1=CC=CC=C1)N([C@@H](CO)C(=O)OC)S(NC(=O)OC(C)(C)C)(=O)=O